3'-(4,6-diphenylpyrimidin-2-yl)-4,4''-bis(3-methyl-9H-carbazol-9-yl)-5',6'-bis(3-phenyl-9H-carbazol-9-yl)-[1,1':4',1''-terphenyl]-2'-carbonitrile C1(=CC=CC=C1)C1=NC(=NC(=C1)C1=CC=CC=C1)C1=C(C(=C(C(=C1C1=CC=C(C=C1)N1C2=CC=CC=C2C=2C=C(C=CC12)C)N1C2=CC=CC=C2C=2C=C(C=CC12)C1=CC=CC=C1)N1C2=CC=CC=C2C=2C=C(C=CC12)C1=CC=CC=C1)C1=CC=C(C=C1)N1C2=CC=CC=C2C=2C=C(C=CC12)C)C#N